ON(C1=CC=CC=C1)C(C)=O N-hydroxyacetanilide